CC(C)(C=CC(C)(OOC(C)(C)C)C)OOC(C)(C)C 2,5-dimethyl-2,5-bis(t-butylperoxy)-hexene